isopropyl 3-amino-5-bromo-4-methoxybenzoate NC=1C=C(C(=O)OC(C)C)C=C(C1OC)Br